ClC1=C(C(=O)NC2=C3C=NN(C3=CC=C2)C2=C(C(=CC=C2)Cl)C)C=C(C=C1)CNC(=O)C1CC1 2-Chloro-N-[1-(3-chloro-2-methylphenyl)-1H-indazol-4-yl]-5-{[(cyclopropylcarbonyl)-amino]methyl}benzamide